dodecylbishydroxyethyl-methyl-ammonium chloride [Cl-].C(CCCCCCCCCCC)[N+](C)(CCO)CCO